N-(1,10-Phenanthrolin-5-yl)butanamide N1=CC=CC2=C(C=C3C=CC=NC3=C12)NC(CCC)=O